ClC=1C=C(C=CC1)C m-Chlorotoluol